BrCCC(CCC=C(CC)C)C 9-bromo-3,7-dimethylnon-3-ene